OC(CN)CC 2-hydroxybutylamin